COC1=CC=C(CN2C(NC(CC2)=O)=O)C=C1 (4-methoxybenzyl)dihydropyrimidine-2,4(1H,3H)-dione